OC(COC=1C=C(C=2N(C1)N=CC2C#N)C=2C=NC(=CC2)N2CC1N(C(C2)C1)C(=O)C1CCC(CC1)C)(C)C 6-(2-hydroxy-2-methylpropoxy)-4-(6-(6-((1r,4r)-4-methyl-cyclohexane-1-carbonyl)-3,6-diazabicyclo[3.1.1]heptan-3-yl)pyridin-3-yl)pyrazolo[1,5-a]pyridine-3-carbonitrile